CN1N=C(C=C1)NC=1NC=CC(N1)=O 2-((1-Methyl-1H-pyrazol-3-yl)amino)pyrimidin-4(1H)-one